5-((2R,4S)-2-(2-(2-aminoethoxy)-5-fluoropyridin-3-yl)-4-fluoropyrrolidin-1-yl)pyrazolo[1,5-a]Pyrimidine-3-amine trifluoroacetate salt FC(C(=O)O)(F)F.NCCOC1=NC=C(C=C1[C@@H]1N(C[C@H](C1)F)C1=NC=2N(C=C1)N=CC2N)F